BrC12C(C(=CC=C1)Br)O2 2,6-Dibromophenylene Oxide